OC1=C(C=CC(=C1)OCCCCCC)C1=NC(=NC(=N1)C1=C(C=C(C=C1)OCCCCCC)O)C1=C(C=C(C=C1)OCCCCCC)O 2,4,6-tris(2'-hydroxy-4'-n-hexyloxyphenyl)-1,3,5-triazine